ClC1=CC(=NN1COCC[Si](C)(C)C)CO (5-chloro-1-((2-(trimethylsilyl)ethoxy)methyl)-1H-pyrazol-3-yl)methanol